2-(4-methyl-3-cyclohexen-1-yl)-2-propanethiol CC1=CCC(CC1)C(C)(C)S